BrC1=C2CCC[C@@H](C2=CC=C1)NC1=NC(=C(C#N)C=C1)OC (S)-6-((5-Bromo-1,2,3,4-tetrahydronaphthalen-1-yl)amino)-2-methoxynicotinonitrile